(2S,4R)-1-((S)-2-(3-(2,6-diazaspiro[3.3]heptan-2-yl)isoxazol-5-yl)-3-methyl-butanoyl)-4-hydroxy-N-((S)-1-(4-(4-methylthiazol-5-yl)phenyl)ethyl)pyrrolidine-2-carboxamide C1N(CC12CNC2)C2=NOC(=C2)[C@@H](C(=O)N2[C@@H](C[C@H](C2)O)C(=O)N[C@@H](C)C2=CC=C(C=C2)C2=C(N=CS2)C)C(C)C